CN(C1CCC(CC1)C1=NN=C(O1)[C@@]12CN(C[C@]2(C1)C(F)(F)F)C1=C2C=CC=NC2=C(C=C1)C#N)C 5-((1S,5R)-1-(5-((1R,4S)-4-(dimethylamino)cyclohexyl)-1,3,4-oxadiazol-2-yl)-5-(trifluoromethyl)-3-azabicyclo[3.1.0]hexan-3-yl)quinoline-8-carbonitrile